(S)-2-amino-3-(4-phenoxyphenyl)propanoic acid N[C@H](C(=O)O)CC1=CC=C(C=C1)OC1=CC=CC=C1